COC=1C=C(OC2=CC=C(C=C2)C=2N=C(N3C2C(=NC=C3)C)[C@H]3N(CCCC3)C(C=C)=O)C=CC1 (S)-1-(2-(1-(4-(3-methoxyphenoxy)phenyl)-8-methylimidazo[1,5-a]pyrazin-3-yl)piperidin-1-yl)prop-2-en-1-one